NCCOCCOCCOCCOCCCN(S(=O)(=O)C1=C(C=CC=C1)[N+](=O)[O-])CC1=NC(=CC=C1N1[C@@H](CN(CC1)C(C1=C(C=C(C=C1)OCC)C(F)(F)F)=O)CC)C1=C(C=CC=C1)OCC (R)-N-(1-amino-3,6,9,12-tetraoxapentadecan-15-yl)-N-((3-(4-(4-ethoxy-2-(trifluoromethyl)benzoyl)-2-ethylpiperazin-1-yl)-6-(2-ethoxyphenyl)pyridin-2-yl)methyl)-2-nitrobenzenesulfonamide